(R,E)-2,2-dimethyl-4-((octadec-2-en-1-yloxy)methyl)-1,3-dioxolane CC1(OC[C@H](O1)COC\C=C\CCCCCCCCCCCCCCC)C